7-amino-2-phenyl-5H-thieno[3,2-c]pyridin-4-one NC=1C2=C(C(NC1)=O)C=C(S2)C2=CC=CC=C2